C(C)(C)(C)OC(N[C@H](C(=O)N)CC=1C(NC2=CC(=C(C=C2C1)F)F)=O)=O (S)-(1-amino-3-(6,7-difluoro-2-oxo-1,2-dihydro-quinolin-3-yl)-1-oxopropan-2-yl)carbamic acid tert-butyl ester